4-[4-[2-[5-Amino-1-methyl-2-oxo-8-(2-pyridyl)-[1,2,4]triazolo[5,1-f]purin-3-yl]ethyl]piperazin-1-yl]benzonitrile NN1C=NC(=C2N3C(N=C12)N(C(N3C)=O)CCN3CCN(CC3)C3=CC=C(C#N)C=C3)C3=NC=CC=C3